O=C1OC(C2=CC(=CC=C12)N1/C(/SCC1=O)=N/C(=O)NC1=C(C=C(C=C1)C1=NN(C=N1)C1=CC=C(C=C1)OC(F)(F)F)F)=O (Z)-1-(3-(1,3-dioxo-1,3-dihydroisobenzofuran-5-yl)-4-oxothiazolidine-2-ylidene)-3-(2-fluoro-4-(1-(4-(trifluoromethoxy)phenyl)-1H-1,2,4-triazol-3-yl)phenyl)urea